C(C)N(C(CCC(C(=O)O)(O)CCC(=O)N(CC)CC)=O)CC 5-(diethylamino)-2-(3-(diethylamino)-3-oxopropyl)-2-hydroxy-5-oxopentanoic acid